4-[2-ethoxyethyl-[4-(5,6,7,8-tetrahydro-1,8-naphthyridin-2-yl)butyl]amino]-2-[[2-fluoro-6-(trifluoromethyl)benzoyl]amino]butanoic acid C(C)OCCN(CCC(C(=O)O)NC(C1=C(C=CC=C1C(F)(F)F)F)=O)CCCCC1=NC=2NCCCC2C=C1